Cl.NC=1C2=C(N=C(N1)Cl)N(C=C2)[C@H]2[C@@H]([C@@H]([C@H](C2)C=2C=NN(C2)CCC2=CC=CC=C2)O)O (1R,2S,3R,5R)-3-(4-amino-2-chloro-7H-pyrrolo[2,3-d]pyrimidin-7-yl)-5-(1-phenethyl-1H-pyrazol-4-yl)cyclopentane-1,2-diol HCl salt